C(C)(C)(C)OC(=O)N1C(C(C2=CC=CC=C12)=C)=O N-t-butoxycarbonyl-3-methyleneindolone